[N+](#[C-])CCCCCCCCCCCC[N+]#[C-] 1,12-diisocyanododecane